ClC=1C=C2CCN(C2=CC1)C1CCN(CC1)C(=O)OC(C)(C)C tert-Butyl 4-(5-chloroindolin-1-yl)piperidine-1-carboxylate